C1(CC1)C1=C(C(=C(N=N1)N1CCC(CCC1)(F)F)C(=O)NC1=CC(=CC=C1)S(=O)C)C 6-cyclopropyl-3-(4,4-difluoroazepan-1-yl)-5-methyl-N-(3-(methylsulfinyl)phenyl)pyridazine-4-carboxamide